NATRIUM OXID [O-2].[Na+].[Na+]